3-(4,5-Dimethylthiazol-2-yl)-2,5-Diphenyl-2H-tetrazole Bromide [Br-].CC=1N=C(SC1C)N1N(NC(=N1)C1=CC=CC=C1)C1=CC=CC=C1